C(C1=CC=CC=C1)OC=1C=C2CC[C@@H]([C@@H](C2=CC1)C1=CC=C(C=C1)N1CCN(CC1)C[C@H]1[C@@H](CCCC1)C=O)C1=CC=CC=C1 (1R,2R)-2-((4-(4-((1R,2S)-6-(benzyloxy)-2-phenyl-1,2,3,4-tetrahydronaphthalen-1-yl)phenyl)piperazin-1-yl)methyl)cyclohexane-1-aldehyde